C(#N)C1=C(C=CC=C1)N1C[C@@H](N(CC1)C=1N=C2N(C(C1C)=O)C=C(C=C2[C@@H](C)NC2=C(C(=O)O)C=CC=C2)C)C 2-(((R)-1-(2-((S)-4-(2-cyanophenyl)-2-methylpiperazin-1-yl)-3,7-dimethyl-4-oxo-4H-pyrido[1,2-a]pyrimidin-9-yl)ethyl)amino)benzoic acid